FC(C=1C(=C(C=CC1)[C@@H](C)NC=1C2=C(N=C(N1)C)N=CC(=C2)C=2CCN(CC2)CC(=O)N(C)C)F)F (R)-2-(4-(4-((1-(3-(Difluoromethyl)-2-fluorophenyl)ethyl)amino)-2-methylpyrido[2,3-d]pyrimidin-6-yl)-3,6-Dihydropyridin-1(2H)-yl)-N,N-dimethylacetamide